C(C=C)(=O)OCCCCCCCCC[Si](OC)(OC)OC acryloxynonyltrimethoxysilan